2-(hydroxymethyl)-4-isopropyl-2-(methoxymethyl)-1-azabicyclo[2.2.2]octan-3-one OCC1(N2CCC(C1=O)(CC2)C(C)C)COC